3-(2-amino-[1,2,4]triazolo[1,5-a]pyridin-7-yl)-N-(2,2-difluoro-3-(4-fluorophenyl)-3-hydroxybutyl-4,4,4-d3)-2-fluoro-6-(methyl-d3)benzamide NC1=NN2C(C=C(C=C2)C=2C(=C(C(=O)NCC(C(C([2H])([2H])[2H])(O)C3=CC=C(C=C3)F)(F)F)C(=CC2)C([2H])([2H])[2H])F)=N1